(S)-2-(4-(benzo[d]oxazol-2-yl)-5-hydroxy-1-methyl-6-oxo-1,6-dihydropyrimidin-2-yl)-1-(2-cyanophenyl)-N,N-dimethyl-1,2,3,4-tetrahydroisoquinoline-7-carboxamide O1C(=NC2=C1C=CC=C2)C=2N=C(N(C(C2O)=O)C)N2[C@@H](C1=CC(=CC=C1CC2)C(=O)N(C)C)C2=C(C=CC=C2)C#N